[BH4-].[Na+].C1(CC1)C1=NC=NC(=C1C1=NC(=CC(=N1)C(C)O)OCC1=CC(=C(C=C1)C=1N(C=C(N1)C(F)(F)F)C1CC1)F)OC 1-[2-(4-cyclopropyl-6-methoxy-pyrimidin-5-yl)-6-[[4-[1-cyclopropyl-4-(trifluoromethyl)imidazol-2-yl]-3-fluoro-phenyl]methoxy]pyrimidin-4-yl]ethanol Sodium borohydride